FC1(CN[C@@H]2[C@H]1N(C(C2)=O)[C@H]2CC[C@H](CC2)C(=O)OCC=C)F cis-allyl 4-((cis)-6,6-difluoro-2-oxohexahydropyrrolo[3,2-b]pyrrol-1(2H)-yl)cyclohexanecarboxylate